BrC=1OC(=CC1C(=O)OCC)C1=CC=2N(C=C1)N=CC2C=2C(=NOC2C)C ethyl 2-bromo-5-[3-(3,5-dimethyl-isoxazol-4-yl) pyrazolo[1,5-a]pyridin-5-yl]furan-3-carboxylate